4-(4-((7-cyclopropyl-6-oxo-5,6-dihydro-1,5-naphthyridin-3-yl)methyl)piperazin-1-yl)-3-fluoro-aza-methylbenzamide C1(CC1)C=1C(NC=2C=C(C=NC2C1)CN1CCN(CC1)C1=C(C(=C(C(=O)N)C=C1)N)F)=O